C(C)(C)(C)C(=O)N1[C@@H]2C[C@@H]2C[C@@H]1C(=O)O (1R,3R,5R)-2-(tert-butylcarbonyl)-2-azabicyclo[3.1.0]Hexane-3-Formic acid